NC1=NNC2=CC=C(C(=C12)Cl)C1=C(C=C(C=C1)S(=O)(=O)N1CC(CC1)O)Cl 1-((4-(3-amino-4-chloro-1H-indazol-5-yl)-3-chlorophenyl)sulfonyl)pyrrolidin-3-ol